1H-benzotriazolium-3-oxide [NH2+]1N=[N+](C2=C1C=CC=C2)[O-]